NCCCCCCCCN(C(O)=O)CCCN (8-Aminooctyl)(3-aminopropyl)carbamic acid